(S)-3-Amino-8-bromo-6-fluoro-1-methyl-1,3,4,5-tetrahydro-2H-benzo[b]azepin-2-one N[C@H]1CCC2=C(N(C1=O)C)C=C(C=C2F)Br